ClC=1C=C(C(=NC1)C(=O)N)NC1=NC(=NC=C1)NC1=CC(=C(C=C1)OC1CC(C1)N(C)C)OC 5-chloro-3-(2-{3-methoxy-4-[(1s,3s)-3-(dimethylamino)cyclobutoxy]phenylamino}-4-pyrimidinylamino)-2-pyridinecarboxamide